ClC1=C(C(=O)N[C@H](C(=O)O)CC2=C3CCCOC3=C(C=C2)C2=C(C=C(C(=C2)F)F)OC)C(=CC=C1)Cl (S)-2-(2,6-dichlorobenzamido)-3-(8-(4,5-difluoro-2-methoxyphenyl)chroman-5-yl)propionic acid